tert-butyl 7-(hydroxymethyl)-3,4-dihydro-1,8-naphthyridine-1(2H)-carboxylate OCC1=CC=C2CCCN(C2=N1)C(=O)OC(C)(C)C